Dimethyl hydroxymethylphosphonate OCP(OC)(OC)=O